BrC1=CC=2C3(C4=CC(=CC=C4OC2C=C1)Br)C1=CC=CC=C1C=1C=CC=CC13 2',7'-Dibromo-spiro[fluorene-9,9'-xanthene]